2-bromo-3,4,5-trimethoxybenzonitrile BrC1=C(C#N)C=C(C(=C1OC)OC)OC